2-piperidinoethyl isothiocyanate N1(CCCCC1)CCN=C=S